((1S,2R,4R)-2-(4-((4-([1,2,4]triazolo[1,5-a]pyridin-7-yloxy)-2-fluoro-3-methylphenyl)amino)pyrido[3,2-d]pyrimidin-6-yl)-7-azabicyclo[2.2.1]heptan-7-yl)prop-2-en-1-one N=1C=NN2C1C=C(C=C2)OC2=C(C(=C(C=C2)NC=2C1=C(N=CN2)C=CC(=N1)[C@H]1[C@@H]2CC[C@H](C1)N2C(C=C)=O)F)C